(1S,9S)-9-ethyl-5-fluoro-9-hydroxy-1-((2-hydroxyethyl)amino)-4-methyl-2,3,12,15-tetrahydrobenzo[de]pyrano[3',4':6,7]indolizino[1,2-h]quinoline C(C)[C@]1(COCC=2CN3CC=4C(=CC=5C6=C(CCN(C46)NCCO)C(=C(C5)F)C)C3=CC21)O